CC1=C(C=C(C=C1)C)CN (2,5-dimethylphenyl)methylamine